(1S,4S)-5-{7-bromo-8-chloro-6-cyclopropyl-2-[(oxan-4-yl)oxy]pyrido[3,2-d]pyrimidin-4-yl}-2,5-diazabicyclo[2.2.1]heptane BrC1=C(C=2N=C(N=C(C2N=C1C1CC1)N1[C@@H]2CN[C@H](C1)C2)OC2CCOCC2)Cl